[Cl-].C(C=C)[NH3+] 2-propenyl-ammonium chloride